1,4-Butandiol Bis(thioglycolat) C(CS)(=O)OCCCCOC(CS)=O